C12C(C3CC(CC(C1)C3)C2)C=2N=C(C3=C(N2)OC(=C3C(=O)N)C)NC3(CC3)C (adamantan-2-yl)-6-methyl-4-[(1-methylcyclopropyl)amino]furo[2,3-d]pyrimidine-5-carboxamide